N-oleyl-palmitoamide C(CCCCCCC\C=C/CCCCCCCC)NC(CCCCCCCCCCCCCCC)=O